(3-methoxy-4-((4-(propylamino)-5-(trifluoromethyl)-7H-pyrrolo[2,3-d]pyrimidin-2-yl)amino)phenyl)dimethyl-phosphine oxide COC=1C=C(C=CC1NC=1N=C(C2=C(N1)NC=C2C(F)(F)F)NCCC)P(C)(C)=O